3-(benzo[d]thiazol-6-yl)-N-(4-(6-(4-(dimethylamino)piperidin-1-yl)-6-oxohexyl)-1-phenyl-1H-imidazol-2-yl)benzamide S1C=NC2=C1C=C(C=C2)C=2C=C(C(=O)NC=1N(C=C(N1)CCCCCC(=O)N1CCC(CC1)N(C)C)C1=CC=CC=C1)C=CC2